FC1(C(N(C1)CC1=CC(=NC=C1)C=1C=C2CN(C(C2=CC1)=O)C1C(NC(CC1)=O)=O)C1=CC=CC=C1)F 3-(5-(4-((3,3-difluoro-2-phenylazetidin-1-yl)methyl)pyridin-2-yl)-1-oxoisoindolin-2-yl)piperidine-2,6-dione